CC1=C(C=C(C=C1)NCC1=CC=C(S1)C(=O)O)C1=NOC(=N1)C(C)C1=CC=CC2=CC=CC=C12 5-(((4-Methyl-3-(5-(1-(naphthalen-1-yl)ethyl)-1,2,4-oxadiazol-3-yl)phenyl)amino)methyl)thiophene-2-carboxylic acid